N-(3-chloro-phenyl)-N-[2-(1H-tetrazol-5-yl)-phenyl]urea ClC=1C=C(C=CC1)N(C(=O)N)C1=C(C=CC=C1)C1=NN=NN1